OC1=C(C=C(C=C1C(C1=CC=CC=C1)(C)C)C(C1=CC=CC=C1)(C)C)N1N=C2C(=N1)C=C(C(=C2CCCCN)CCCCN)CCCCN 2-(2-hydroxy-3,5-bis(α,α-dimethylbenzyl)phenyl)benzotriazoletributylamine